COC1=CC(=C(C=C1)C(C)=O)C 1-(4-methoxy-2-methylphenyl)ethan-1-one